ClC=1C=C(C(=NC1)OC)S(=O)(=O)NC=1C(=C(C(=CC1)F)C=1C=CC=2N(N1)C=NC2C(=O)NC)F 2-[3-(5-Chloro-2-methoxypyridine-3-sulfonamido)-2,6-difluorophenyl]-N-methylimidazo[1,5-b]pyridazine-5-carboxamide